tert-butyl 2-(2-(4-(1,4-oxazepan-4-yl)-3-(1-(2,2,2-trifluoroethyl)-1H-indazole-3-carboxamido) benzamido)-5-fluorophenyl)acetate O1CCN(CCC1)C1=C(C=C(C(=O)NC2=C(C=C(C=C2)F)CC(=O)OC(C)(C)C)C=C1)NC(=O)C1=NN(C2=CC=CC=C12)CC(F)(F)F